(R)-2-(6-(2-(2-chloro-6-fluoro-3-methylbenzyl)-2H-tetrazol-5-yl)pyridin-2-yl)-2-hydroxypropane-1-sulfonamide ClC1=C(CN2N=C(N=N2)C2=CC=CC(=N2)[C@@](CS(=O)(=O)N)(C)O)C(=CC=C1C)F